4-(4-Hydroxyphenyl)butan-2-on OC1=CC=C(C=C1)CCC(C)=O